1-(2-ethoxynaphthalen-1-yl)-1H-pyrrole-2,5-dione C(C)OC1=C(C2=CC=CC=C2C=C1)N1C(C=CC1=O)=O